sodium dithiodiglycolate C(COCC(=S)[O-])(=S)[O-].[Na+].[Na+]